trans-3-[(6-fluoropyridin-3-yl)oxy]cyclobutane dihydrochloride Cl.Cl.FC1=CC=C(C=N1)OC1CCC1